(S)-N-(1-(2-aminopyridin-3-yl)ethyl)-5-(4-(trifluoromethyl)phenyl)-2-naphthamide NC1=NC=CC=C1[C@H](C)NC(=O)C1=CC2=CC=CC(=C2C=C1)C1=CC=C(C=C1)C(F)(F)F